dibenzofuran-4-boronic acid C1=CC=C(C=2OC3=C(C21)C=CC=C3)B(O)O